N-benzyl-4-(4-pentylphenyl)phthalazin-1-amine C(C1=CC=CC=C1)NC1=NN=C(C2=CC=CC=C12)C1=CC=C(C=C1)CCCCC